(2-nitrophenyl)-3,6-diphenyl-9H-carbazole [N+](=O)([O-])C1=C(C=CC=C1)C1=CC(=CC=2C3=CC(=CC=C3NC12)C1=CC=CC=C1)C1=CC=CC=C1